CC1(CCN(CC1)C(C=C)=O)COC=1C=2N(C=C(N1)C=1C=NN(C1)C)N=CC2 1-(4-methyl-4-(((6-(1-methyl-1H-pyrazol-4-yl)pyrazolo[1,5-a]pyrazin-4-yl)oxy)methyl)piperidin-1-yl)prop-2-en-1-one